(13S)-13-methyl-4-(morpholin-4-yl)-7,14-dioxa-10,19,20-triazatetracyclo[13.5.2.12,6.018,21]tricosa-1(20),2(23),3,5,15,17,21-heptaen-9-one C[C@H]1CCNC(COC2=CC(=CC(C3=NNC4=CC=C(O1)C=C34)=C2)N2CCOCC2)=O